OCCCCCCCCNC1=NC(=NC=C1)N[C@H](C)C=1C=C(OCCCN(C(OC(C)(C)C)=O)C)C=CC1 tert-butyl (R)-(3-(3-(1-((4-((8-hydroxyoctyl)amino)pyrimidin-2-yl)amino)ethyl)phenoxy)-propyl)(methyl)carbamate